[N+](=O)([O-])C1=CC=C(C(=O)OCCOC(C2=CC=C(C=C2)[N+](=O)[O-])=O)C=C1 ethylene glycol bis(4-nitrobenzoate)